3-(2-(isopropylamino)ethyl)azetidine-1-carboxylic acid tert-butyl ester C(C)(C)(C)OC(=O)N1CC(C1)CCNC(C)C